BrC=1C(=C(C(N(N1)C)=O)C)Cl 6-bromo-5-chloro-2,4-dimethylpyridazin-3(2H)-one